C(C)(C)(C)C=1C=C(C=C(C1O)C(C)(C)C)O 3,5-di-tert-butyl-4-Hydroxyphenol